[C@@H]12N(C[C@@H](NC1)C2)C=2C=C1C(=NC=NC1=CC2F)NC2=C(C(=C(C=C2)OCC2CC2)Cl)F 6-((1S,4S)-2,5-Diazabicyclo[2.2.1]heptan-2-yl)-N-(3-chloro-4-(cyclopropylmethoxy)-2-fluorophenyl)-7-fluoroquinazolin-4-amine